O=C1N(C(C=2C1=CC=1C(N(C(C1C2)=O)C(C(=O)OC)CO)=O)=O)C(C(=O)OC)CO Dimethyl 2,2'-(1,3,5,7-tetraoxo-5,7-dihydropyrrolo[3,4-f]isoindole-2,6(1H,3H)-diyl)bis(3-hydroxypropanoate)